F[C@@H]1[C@H](C[C@@H](CC1)O)N1C(C(=CC2=C1N=C(N=C2)NC2(C(CN(CC2([2H])[2H])S(=O)(=O)C([2H])([2H])[2H])([2H])[2H])[2H])C([2H])([2H])[2H])=O (-)-8-((1S,2S,5R)-2-fluoro-5-hydroxycyclohexyl)-6-(methyl-d3)-2-((1-((methyl-d3)sulfonyl)piperidin-4-yl-3,3,4,5,5-d5)-amino)pyrido[2,3-d]pyrimidin-7(8H)-one